2,2-dimethylpropane-1,3-dione CC(C=O)(C=O)C